[Na+].P(=O)(OC1=C(C=C(C=C1)C(C)(C)C)C(C)(C)C)(OC1=C(C=C(C=C1)C(C)(C)C)C(C)(C)C)[O-] bis(2,4-di-tert-butylphenyl) phosphate sodium salt